trans-N,N-dibenzyl-4-ethoxycyclohexane-1-amine C(C1=CC=CC=C1)N([C@@H]1CC[C@H](CC1)OCC)CC1=CC=CC=C1